Cl.N1CC(C1)OC1=NC(=NC(=C1)NC1CCC(CC1)(F)F)N1N=C(C=C1)C(C)O 1-(1-(4-(azetidin-3-yloxy)-6-((4,4-difluorocyclohexyl)amino)pyrimidin-2-yl)-1H-pyrazol-3-yl)ethan-1-ol hydrochloride salt